2-((5-amino-4-((2-(dimethylamino)ethyl)(methyl)amino)-2-methoxyphenyl)amino)-8-methyl-6-(1-methyl-1H-pyrazol-3-yl)pyrido[2,3-d]pyrimidin-7(8H)-one NC=1C(=CC(=C(C1)NC=1N=CC2=C(N1)N(C(C(=C2)C2=NN(C=C2)C)=O)C)OC)N(C)CCN(C)C